(S)-6-(((1-(1-cyanocyclopropyl)-1H-1,2,3-triazol-4-yl)(6-fluoro-2-methylpyridin-3-yl)methyl)amino)-8-methoxy-4-(neopentylamino)quinoline-3-carbonitrile C(#N)C1(CC1)N1N=NC(=C1)[C@H](C=1C(=NC(=CC1)F)C)NC=1C=C2C(=C(C=NC2=C(C1)OC)C#N)NCC(C)(C)C